NCCC1C(=C2N(C(=CC=C2S1)Cl)CC=1OC=CC1)C 2-(2-aminoethyl)-5-chloro-N-[(furan-2-yl)methyl]-3-methylthieno[3,2-b]pyridin